2-(((1R)-1-(2-cyano-3-(3-hydroxyoctahydro-1H-indol-1-yl)-7-methylquinoxalin-5-yl)ethyl)amino)benzoic acid C(#N)C1=NC2=CC(=CC(=C2N=C1N1CC(C2CCCCC12)O)[C@@H](C)NC1=C(C(=O)O)C=CC=C1)C